3-(trifluoromethyl)phenacyl bromide FC(C=1C=C(C(CBr)=O)C=CC1)(F)F